Ethyl 3-amino-2-((1-fluorocyclopropyl) methyl)-2-methyl-3-oxopropanoate NC(C(C(=O)OCC)(C)CC1(CC1)F)=O